3-amino-4-(7-chloro-6-fluoro-1H-indazol-4-yl)-6-cyclopropyl-1H-1,7-phenanthrolin-2-one NC=1C(NC2=C3C=CC=NC3=C(C=C2C1C1=C2C=NNC2=C(C(=C1)F)Cl)C1CC1)=O